(R)-5-(3-(2,2-Difluoroethyl)-2-methyl-3H-imidazo[4,5-b]pyridin-5-yl)-4-methoxy-N-(1-methoxypropan-2-yl)-7H-pyrrolo[2,3-d]pyrimidin-2-amine FC(CN1C(=NC=2C1=NC(=CC2)C2=CNC=1N=C(N=C(C12)OC)N[C@@H](COC)C)C)F